(5-(((4-(Dimethylamino)butanoyl)oxy)methyl)-5-(hydroxymethyl)-1,3-dioxane-2,2-diyl)bis(1-(cyclohexylthio)hexane-6,2-diyl) bis(decanoate) C(CCCCCCCCC)(=O)OC(CSC1CCCCC1)CCCCC1(OCC(CO1)(CO)COC(CCCN(C)C)=O)CCCCC(CSC1CCCCC1)OC(CCCCCCCCC)=O